9-(2-deoxy-β-D-ribofuranosyl)-6-methylpurine [C@@H]1(C[C@H](O)[C@H](O1)CO)N1C2=NC=NC(=C2N=C1)C